3-methoxy-4-hydroxyphenyl glycol sulfate COC1=C(C=CC(=C1)C(CO)OS(=O)(=O)O)O